CCOC1=C(C(=C(C=C1)Br)F)F 2,3-difluoro-4-ethoxybromobenzene